BrC=1C=C2CCC3(CNCC3)C2=CC1 5-Bromo-2,3-dihydrospiro[indene-1,3'-pyrrolidine]